6-((4-hydroxy-1-(3-phenylbutyryl)piperidin-4-yl)methyl)-3-(1-(methylamino)-2,3-dihydro-1H-inden-5-yl)isothiazolo[4,3-d]pyrimidin-7(6H)-one OC1(CCN(CC1)C(CC(C)C1=CC=CC=C1)=O)CN1C=NC=2C(C1=O)=NSC2C=2C=C1CCC(C1=CC2)NC